2-chloro-N-(((1R,5S,6S)-3-(5-(6-ethoxy-1H-pyrazolo[3',4':3,4]pyrazolo[1,5-a]pyridin-4-yl)pyridin-2-yl)-3-azabicyclo[3.1.0]hex-6-yl)methyl)-6-fluorobenzamide ClC1=C(C(=O)NCC2[C@@H]3CN(C[C@H]23)C2=NC=C(C=C2)C=2C=3N(C=C(C2)OCC)N=C2C3C=NN2)C(=CC=C1)F